N-(3-aminopropyl)-2-aminoethyltri-n-propoxysilane NCCCNCC[Si](OCCC)(OCCC)OCCC